C(C)(C)C=1C(=NNC1C=1C=C(C=2N(C1)N=CN2)C)C=2SC1=C(N2)CCC(C1)NC1CCOCC1 2-(4-isopropyl-5-(8-methyl-[1,2,4]triazolo[1,5-a]pyridin-6-yl)-1H-pyrazol-3-yl)-N-(tetrahydro-2H-pyran-4-yl)-4,5,6,7-tetrahydrobenzo[d]thiazol-6-amine